NC1=C2N=CN(C2=NC=N1)C[C@@H](C)OCP(OCCCSCCCCCCCCCCCCC1=CC=C(C=C1)F)(O)=O 3-((12-(4-fluorophenyl)dodecyl)thio)propyl hydrogen ((((R)-1-(6-amino-9H-purin-9-yl)propan-2-yl)oxy)methyl)phosphonate